C(C)(=O)N(C1=C(C=C(C=C1)C1=CC=C(C=N1)C(=O)NCC1OCCCC1)Cl)CC1CC1 6-[4-[acetyl(cyclopropylmethyl)amino]-3-chloro-phenyl]-N-(tetrahydropyran-2-ylmethyl)pyridine-3-carboxamide